2-O-Benzyl 1-O-methyl 4-(hydroxymethyl)-2-azabicyclo[2.1.1]hexane-1,2-dicarboxylate Methyl-4-(hydroxymethyl)-2-azabicyclo[2.1.1]hexane-1-carboxylate hydrochloride Cl.COC(=O)C12NCC(C1)(C2)CO.OCC21CN(C(C2)(C1)C(=O)OC)C(=O)OCC1=CC=CC=C1